N-(6-chloro-2-methyl-pyridin-3-yl)acetamide ClC1=CC=C(C(=N1)C)NC(C)=O